(N-acetyl-O-benzyl-D-seryl)-1-(α-cyano-3-(3,4-dihydroxyphenyl)acryloyl)piperazine C(C)(=O)N[C@H](COCC1=CC=CC=C1)C(=O)C1N(CCNC1)C(C(=CC1=CC(=C(C=C1)O)O)C#N)=O